COC1=C(C(=CC=C1)O)O 3-methoxybenzene-1,2-diol